C(C)(C)C1=C(NC=2C1=NC(=CC2)OCC2CCN(CC2)CCC)C=2C=C(C=1N(C2)N=CN1)OC 6-(3-isopropyl-5-((1-propylpiperidin-4-yl)methoxy)-1H-pyrrolo[3,2-b]pyridin-2-yl)-8-methoxy-[1,2,4]triazolo[1,5-a]pyridine